4-(5-(4-fluorophenyl)isoxazol-3-yl)aniline FC1=CC=C(C=C1)C1=CC(=NO1)C1=CC=C(N)C=C1